OCC1=CC(=CC(=C1O)CO)C 2,6-dihydroxymethyl-p-cresol